O1CC(C1)N1CC(N(CC1)C(=O)OC(C)(C)C)C(=O)OC 1-(tert-butyl) 2-methyl 4-(oxetan-3-yl)piperazine-1,2-dicarboxylate